4-(Cyclopentylamino)-9,9-dimethyl-N-(2-(methylamino)ethyl)-9,10-dihydroacridine-2-carboxamide C1(CCCC1)NC1=CC(=CC=2C(C3=CC=CC=C3NC12)(C)C)C(=O)NCCNC